O=C1NC2=NC=CC=C2[C@@]12CC=1C(=NC=C(C1)C(=O)O)C2 (3S)-2-oxo-spiro[1H-pyrrolo[2,3-b]pyridine-3,6'-5,7-dihydrocyclopenta[b]pyridine]-3'-carboxylic acid